3-(dimethylamino)-7-methoxythieno[3,2-b]pyridine-2-carboxylic acid CN(C1=C(SC=2C1=NC=CC2OC)C(=O)O)C